Methyl (S)-3-(4-(benzyloxy)phenyl)-2-(2-(1-((S)-2-phenylpropanoyl)piperidin-4-yl)acetamido)propanoate C(C1=CC=CC=C1)OC1=CC=C(C=C1)C[C@@H](C(=O)OC)NC(CC1CCN(CC1)C([C@@H](C)C1=CC=CC=C1)=O)=O